2,2'-isopropylidenebis(4-isopropyl-2-oxazoline) nickel (II) [Ni+2].C(C)(C)(C=1OCC(N1)C(C)C)C=1OCC(N1)C(C)C